C(C)(C)C1=C(C(=CC=C1)C(C)C)NC(=N)C1=CC=2N(C3=CC=CC=C3C2C=C1)C1=CC(=CC=C1)C=1N(C=CN1)C1=C(C=CC=C1C(C)C)C(C)C N-(2,6-diisopropylphenyl)-9-(3-(1-(2,6-diisopropylphenyl)-1H-imidazol-2-yl)phenyl)-9H-carbazole-2-carboxamidine